4-((2-methoxy-3-(1-methyl-1H-1,2,4-triazol-3-yl)phenyl)amino)-N-methyl-6-(oxetan-3-ylamino)pyridazine-3-carboxylic acid COC1=C(C=CC=C1C1=NN(C=N1)C)NC1=C(NN(C(=C1)NC1COC1)C)C(=O)O